2-Tosylanthracene-1,4-diol S(=O)(=O)(C1=CC=C(C)C=C1)C1=C(C2=CC3=CC=CC=C3C=C2C(=C1)O)O